C1(=CC=CC=C1)C1NP(NC1C1=CC=CC=C1)=O 4,5-diphenyl-1,3,2-diazaphospholidine-2-oxide